(S)-2-((1H-pyrazol-4-yl)ethynyl)-4-(4-chlorophenyl)-3,6,9-trimethyl-6H-thieno[3,2-f][1,2,4]triazolo[4,3-a][1,4]diazepine N1N=CC(=C1)C#CC1=C(C=2C(=N[C@H](C=3N(C2S1)C(=NN3)C)C)C3=CC=C(C=C3)Cl)C